FC=1C=C(OCCCC(=O)OCC)C=C(C1)F Ethyl 4-(3,5-difluorophenoxy)butyrate